ClC1=CC=C(C=C1)N1C=C(C2=C1N=CN=C2N2[C@H](CN(CC2)C(=O)OCC)C)C2CC2 Ethyl (S)-4-(7-(4-chlorophenyl)-5-cyclopropyl-7H-pyrrolo[2,3-d]pyrimidin-4-yl)-3-methylpiperazine-1-carboxylate